6-(((3S,4R)-3-fluoropiperidin-4-yl)amino)-N-(6-(o-tolyl)-5-(trifluoromethyl)pyridin-2-yl)pyridine-2-sulfonamide hydrochloride Cl.F[C@H]1CNCC[C@H]1NC1=CC=CC(=N1)S(=O)(=O)NC1=NC(=C(C=C1)C(F)(F)F)C1=C(C=CC=C1)C